(1E)-3-Pentylinden C(CCCC)C1=CCC2=CC=CC=C12